tetraisopropyl di(dioctyl phosphite) C(CCCCCCC)P(OC(C)C)(OC(C)C)([O-])CCCCCCCC.C(CCCCCCC)P(OC(C)C)(OC(C)C)([O-])CCCCCCCC